O=S(Cl)Cl The molecule is a sulfinyl halide in which both of the halide atoms are chorines. It is a sulfinyl halide and a chlorine molecular entity.